N-(2-(methylsulfonyl)ethyl)-4-(5,6,7,8-tetrahydro-1,8-naphthyridin-2-yl)butanamide CS(=O)(=O)CCNC(CCCC1=NC=2NCCCC2C=C1)=O